CC1=NOC(=C1C1=CC2=C(N(C(=N2)[C@H]2N(C(OCC2)=O)C=2CCN(CC2)C)[C@@H]2CC[C@H](CC2)OC[2H])C=C1)C (S)-4-(5-(3,5-dimethylisoxazol-4-yl)-1-((trans)-4-deuteromethoxycyclohexyl)-1H-benzo[d]imidazol-2-yl)-3-(1-methyl-1,2,3,6-tetrahydropyridin-4-yl)-1,3-oxazinane-2-one